hydroxymethyl-3,4,5-piperidinetriol OCN1CC(C(C(C1)O)O)O